tert-butyl (S)-((7-(4''-formyl-2,2'-dimethyl-[1,1':3',1''-terphenyl]-3-yl)-[1,2,4]triazolo[1,5-a]pyridin-2-yl)methyl)((5-oxopyrrolidin-2-yl)methyl)carbamate C(=O)C1=CC=C(C=C1)C=1C(=C(C=CC1)C1=C(C(=CC=C1)C1=CC=2N(C=C1)N=C(N2)CN(C(OC(C)(C)C)=O)C[C@H]2NC(CC2)=O)C)C